C(C)(C)C=1C(=CC2=C(N(C(N2)=O)[C@@H]2CN(CCC2)CCOC)C1)C=1C=C(C=2N(C1)N=CN2)OC (S)-6-Isopropyl-5-(8-methoxy-[1,2,4]triazolo[1,5-a]pyridin-6-yl)-1-(1-(2-methoxyethyl)piperidin-3-yl)-1,3-dihydro-2H-benzo[d]imidazol-2-on